BrC1=CC=CC(=N1)NC1=NC(=CC=C1)Br 6-bromo-N-6-bromopyridin-2-ylpyridin-2-amine